N[C@@H](C)C(=O)OC(C)(C)C 2-methylpropan-2-yl L-alaninate